FC=1C(=C(C=NC1)N)N1CCC(CC1)CN1CCN(CC1)C 5-fluoro-4-(4-((4-methylpiperazin-1-yl)methyl)piperidin-1-yl)pyridin-3-amine